FC=1C(=CC(=C(C1)NC1=NC=C(C(=N1)N1C=C(C=C1)C(=O)NC(CO)C1=CC(=CC=C1)Cl)C)OC)C(=O)N1CCOCC1 1-(2-((5-fluoro-2-methoxy-4-(morpholine-4-carbonyl)phenyl)amino)-5-methylpyrimidin-4-yl)-N-(1-(3-chlorophenyl)-2-hydroxyethyl)-1H-pyrrole-3-carboxamide